CCCCCCC Heptanen